C(C)OC=1C=C(C=CC1OC)C=1C=C(C=NC1C)C=1CB(OC1)O 4-(5-(3-ethoxy-4-methoxyphenyl)-6-methylpyridin-3-yl)-1,2-oxaborol-2-ol